FC(CC(C(=O)ON1C(C2=CC=CC=C2C1=O)=O)OC)(F)F 1,3-dioxoisoindolin-2-yl 4,4,4-trifluoro-2-methoxybutanoate